N(=[N+]=[N-])CCOCCOCCO 2-[2-(2-azidoethoxy)ethoxy]ethan-1-ol